CC1(C(C(=CC2(CN(C2)C(=O)C2OCC2)C1)C#N)=O)C 8,8-dimethyl-2-(oxetane-2-carbonyl)-7-oxo-2-azaspiro[3.5]non-5-ene-6-carbonitrile